O1C(C1)C(O)C1=CC(=C(C(=C1)OC)OC)OC Oxiran-2-yl(3,4,5-trimethoxyphenyl)methanol